C(C)OC(CN1C(C2=C(C3(C1)CC3)OC(=C2)CC)=O)=O.N2=C(C=CC=3C=C1C(=NC23)C=CC=C1)CC(=O)O BENZO[B][1,8]NAPHTHYRIDINEACETIC ACID Ethyl-2-(2'-ethyl-4'-oxo-4'H-spiro[cyclopropane-1,7'-furo[3,2-c]pyridine]-5'(6'H)-yl)acetate